Glycerol diacrylate C(C=C)(=O)OCC(OC(C=C)=O)CO